FC1(C(N=C(C2=CC=CC=C12)C=1C=NC2=CC=CC=C2C1)(C)C)F 3-(4,4-difluoro-3,3-dimethyl-3,4-dihydroisoquinolin-1-yl)quinoline